C(C)N1C=C(C(C2=CC(=CC=C12)C)=O)S(=O)(=O)N1CCC2(C[C@H](CO2)NC[C@@H](COC=2C=C(C=CC2)S(=O)(=O)NC)O)CC1 3-((S)-3-((R)-8-(1-ethyl-6-methyl-4-oxo-1,4-dihydroquinolin-3-ylsulfonyl)-1-oxa-8-azaspiro[4.5]decan-3-ylamino)-2-hydroxypropoxy)-N-methylbenzenesulfonamide